N-[5-(2,6-difluoro-4-methoxyphenyl)-2-[6-(difluoromethyl)pyridin-2-yl]-1-methyl-3-oxo-2,3-dihydro-1H-pyrazol-4-yl]-4-(difluoromethoxy)benzamide FC1=C(C(=CC(=C1)OC)F)C1=C(C(N(N1C)C1=NC(=CC=C1)C(F)F)=O)NC(C1=CC=C(C=C1)OC(F)F)=O